COC1=CC=C(CN(S(=O)(=O)C)[C@@H]2[C@@H](N([C@@H](C2)C)C(=O)OCC2=CC=CC=C2)COC2CC=C(CC2)OS(=O)(=O)C(F)(F)F)C=C1 benzyl (2R,3S,5R)-3-(N-(4-methoxybenzyl)methylsulfonamido)-5-methyl-2-(((4-(((trifluoromethyl)sulfonyl)oxy)cyclohex-3-en-1-yl)oxy)methyl)pyrrolidine-1-carboxylate